2-methyl-6,6-di-iso-propyl-1,3-cyclohexadiene CC1=CC(CC=C1)(C(C)C)C(C)C